CN(CCC(=O)C=1C=NN(C1)C1CCN(CC1)C(=O)OC(C)(C)C)C tert-butyl 4-[4-[3-(dimethylamino)propanoyl]pyrazol-1-yl]piperidine-1-carboxylate